The molecule is trianion of 2-phosphoglycolic acid arising from deprotonation of the carboxy and phosphate groups; major species at pH 7.3. It has a role as a human metabolite. It is an organophosphate oxoanion and a monocarboxylic acid anion. It is a conjugate base of a 2-phosphoglycolic acid. C(C(=O)[O-])OP(=O)([O-])[O-]